1-(6-(dimethylamino)pyridin-3-yl)-1H-benzo[d]imidazol-2(3H)-one CN(C1=CC=C(C=N1)N1C(NC2=C1C=CC=C2)=O)C